FC=1C=C(C=C(C1F)OCOC)N1N=CC2=CC(=CC=C12)B1OC(C(O1)(C)C)(C)C 1-(3,4-Difluoro-5-(methoxymethoxy)phenyl)-5-(4,4,5,5-tetramethyl-1,3,2-dioxaborolan-2-yl)-1H-indazole